NC1=NC=C(C2=C1C(=NN2C(C)C)C2=CC(=C(C=C2F)NS(=O)(=O)C2=C(C=CC=C2)F)F)C2CCC(CC2)N N-(4-(4-amino-7-((1r,4r)-4-aminocyclohexyl)-1-isopropyl-1H-pyrazolo[4,3-c]pyridin-3-yl)-2,5-difluorophenyl)-2-fluorobenzenesulfonamide